1-butyl-3-vinylimidazolium chloride salt [Cl-].C(CCC)N1C=[N+](C=C1)C=C